COCCC(CCCNS(=O)(=O)C1=CC=C(C=C1)C)S(=O)(=O)F 1-methoxy-6-((4-methylphenyl)sulfonamido)hexane-3-sulfonyl fluoride